cresolformaldehyde C=1(C(=CC=CC1O)C=O)C